CNC1=CC=C(C2=CC=C(NC)C=C2)C=C1 dimethyl-4,4'-benzidine